1-(3,4-dichloro-phenyl)-3-{1-[5-(4-chloro-benzyl)-[1,2,4]thiadiazol-3-yl]-piperidin-4-ylmethyl}-urea ClC=1C=C(C=CC1Cl)NC(=O)NCC1CCN(CC1)C1=NSC(=N1)CC1=CC=C(C=C1)Cl